C1(=CC=CC=C1)NC1=CC=CC2=C1SC1=C2C=CC=C1 N-phenyldibenzo[b,d]thiophene-4-amine